N-[(2S)-1-(3-fluoropropoxy)-3-methylbutan-2-yl]-6-{[(1S,2S)-2-(hydroxymethyl)cyclopropyl]methoxy}-5-(3-methoxyazetidin-1-yl)pyridine-2-carboxamide FCCCOC[C@H](C(C)C)NC(=O)C1=NC(=C(C=C1)N1CC(C1)OC)OC[C@@H]1[C@H](C1)CO